N1(CCOCC1)C(=O)C12CC(C1)(C2)N2C(N1[C@@H](CNCC1)C2)=O (S)-2-(3-(morpholine-4-carbonyl)bicyclo[1.1.1]pentane-1-yl)hexahydroimidazo[1,5-a]pyrazin-3(2H)-one